C(C)N(C(C1=C(C=CC(=C1)F)OC1=C(N=CN=N1)N1CC2(CN(C2)C(CCNCCOC)C(C)C)CC1)=O)C(C)C (-)-N-ethyl-5-fluoro-N-isopropyl-2-((5-(2-(1-((2-methoxyethyl)amino)-4-methylpentan-3-yl)-2,6-diazaspiro[3.4]oct-6-yl)-1,2,4-triazin-6-yl)oxy)benzamide